o-methyl-phenol N,N-didecyl-aminoacetate C(CCCCCCCCC)N(CCCCCCCCCC)CC(=O)OC1=C(C=CC=C1)C